S1C2=C(C=C1C=1C=C(C=CC1)S(=O)(=O)N1C=C(C=C1C1=C(C=CC=C1)F)C(=O)NC)C=CC=C2 1-(1-((3-(benzo[b]thiophen-2-yl)phenyl)sulfonyl)-5-(2-fluorophenyl)-1H-pyrrol-3-yl)-N-methylformamide